2-Hydroxyethyl (4'-((2-(tert-butyl)-1H-imidazol-1-yl)methyl)-3'-fluoro-5-isobutyl-[1,1'-biphenyl]-2-yl)sulfonylcarbamate C(C)(C)(C)C=1N(C=CN1)CC1=C(C=C(C=C1)C1=C(C=CC(=C1)CC(C)C)S(=O)(=O)NC(OCCO)=O)F